N-(5-(3-Fluoropyridin-2-yl)-1,3,4-thiadiazol-2-yl)-1-ethyl-4-hydroxy-2-quinolone-3-carboxamide FC=1C(=NC=CC1)C1=NN=C(S1)NC(=O)C=1C(N(C2=CC=CC=C2C1O)CC)=O